The molecule is an aminobenzoate that is the conjugate base of anthranilic acid, obtained by deprotonation of the carboxy group. It has a role as a human metabolite, a mouse metabolite and a Saccharomyces cerevisiae metabolite. It is a conjugate base of an anthranilic acid. C1=CC=C(C(=C1)C(=O)[O-])N